(benzo[d]thiazol-5-yl)isoxazolidine S1C=NC2=C1C=CC(=C2)N2OCCC2